N-(4-cyanophenyl)benzanilide C(#N)C1=CC=C(C=C1)N(C1=CC=CC=C1)C(C1=CC=CC=C1)=O